C1(=CC=CC=C1)C1=NC(=NC(=N1)C1=CC=CC=C1)C1=C(C=CC=C1C1=NC(=NC(=N1)C1=CC=CC=C1)C1=CC=CC=C1)C1=C(C(=NC(=C1)N1C2=CC=CC=C2C=2C=C(C=CC12)C)N1C2=CC=CC=C2C=2C=C(C=CC12)C)N1C2=CC=CC=C2C=2C=C(C=CC12)C 9,9',9''-(4-(2,3-bis(4,6-diphenyl-1,3,5-triazin-2-yl)phenyl)pyridine-2,3,6-triyl)tris(3-methyl-9H-carbazole)